O1C(CCC=C1)=O 2,3-dihydro-4H-pyranone